2'-chloro-4'-((tetrahydro-2H-thiopyran-4-yl)methoxy)-4,5,5',6'-tetrahydro-2H-spiro[furan-3,8'-pyrano[3,4-b]pyridine] ClC1=CC(=C2C(=N1)C1(OCC2)COCC1)OCC1CCSCC1